C(C1=CC=CC=C1)OC1=NN(C=C1C=O)C 3-benzyloxy-1-methyl-pyrazole-4-carbaldehyde